C(C)(C)(C)OC([C@@H](CCC(=O)NCC(=O)O)N1CCN(CCN(CCN(CC1)CC(OC(C)(C)C)=O)CC(OC(C)(C)C)=O)CC(=O)OC(C)(C)C)=O (R)-(5-(tert-Butoxy)-5-oxo-4-(4,7,10-tris(2-(tert-butoxy)-2-oxoethyl)-1,4,7,10-tetraazacyclododecan-1-yl)pentanoyl)glycine